ClNS(=O)(=O)C1=CC=C(C=C1)C(=O)O N-chloro-4-carboxy-benzenesulfonamide